FC1=CC=C(CNC=2NC(=C(N2)C=2C=C3C=NN(C3=CC2)C)C2=NC(=CC=C2)C)C=C1 N-(4-fluorobenzyl)-4-(1-methyl-1H-indazol-5-yl)-5-(6-methylpyridin-2-yl)-1H-imidazol-2-amine